C1=CC=CC=2C3=CC=CC=C3C(C12)COC(=O)N[C@@H](COC1CN(C1)C(=O)OC(C)(C)C)C(=O)O N-(((9H-fluoren-9-yl)methoxy)carbonyl)-O-(1-(tert-butoxycarbonyl)azetidin-3-yl)-L-serine